O[C@@](CCC)([2H])C1=CC(=C(C=N1)C=1C(N(C2=CC(=NC=C2C1)NC(C)=O)C)=O)C (R)-N-(3-(6-(1-hydroxybutyl-1-d)-4-methylpyridin-3-yl)-1-methyl-2-oxo-1,2-dihydro-1,6-naphthyridin-7-yl)acetamide